2-methyl-1-(piperidin-4-yl-(3-(trifluoromethyl)benzyl)amino)propan-2-ol CC(CN(CC1=CC(=CC=C1)C(F)(F)F)C1CCNCC1)(C)O